glucose heptanate C(CCCCCC)(=O)O.O=C[C@H](O)[C@@H](O)[C@H](O)[C@H](O)CO